OCCN1C(N(C2=C(C1=O)C(=C(S2)C(=O)OCC)C)CCC2=CC1=CC=CC=C1C=C2)=O ethyl 3-(2-hydroxyethyl)-5-methyl-1-[2-(naphthalen-2-yl) ethyl]-2,4-dioxo-1H,2H,3H,4H-thieno[2,3-d]pyrimidine-6-carboxylate